C(C1=CC=CC=C1)NC(=O)C=1C=CC2=C(B(OC2)O)C1 N-benzyl-1-hydroxy-1,3-dihydrobenzo[c][1,2]Oxaborole-6-carboxamide